(R)-(5,7-Dichloro-1H-imidazo[4,5-b]pyridin-2-yl)(5-methyl-7,8-dihydro-1,6-naphthyridin-6(5H)-yl)methanone ClC1=CC(=C2C(=N1)N=C(N2)C(=O)N2[C@@H](C=1C=CC=NC1CC2)C)Cl